NC1=NC=NN2C1=C(C=C2C2CCC(CC2)N(C)C)C2=CC=C(C=C2)C2=C(C(N(C(N2C(C)C)=O)C2=CC=CC=C2)=O)C(=O)N (4-(4-amino-7-(4-(dimethylamino)cyclohexyl)pyrrolo[2,1-f][1,2,4]triazin-5-yl)phenyl)-1-isopropyl-2,4-dioxo-3-phenyl-1,2,3,4-tetrahydropyrimidine-5-carboxamide